[5,7-difluoro-2-(4-fluorophenyl)-1H-indol-3-yl]-N-[(3S,4R)-4-hydroxy-2-oxo-pyrrolidin-3-yl]propionamide FC=1C=C2C(=C(NC2=C(C1)F)C1=CC=C(C=C1)F)C(C(=O)N[C@@H]1C(NC[C@H]1O)=O)C